(1S,4R)-4-((R)-5H-Imidazo[5,1-a]isoindol-5-yl)-2,2-dimethylcyclobutan-1-ol C=1N=CN2C1C1=CC=CC=C1[C@H]2[C@H]2CC([C@H]2O)(C)C